1-methyl-7-(4,4,5,5-tetramethyl-1,3,2-dioxaborolan-2-yl)indoline CN1CCC2=CC=CC(=C12)B1OC(C(O1)(C)C)(C)C